6,7-dimethoxy-2-methyl-N-[1-{5-[2-(2-oxa-6-azaspiro[3.3]hept-6-ylmethyl)phenyl]thiophen-2-yl}ethyl]quinazolin-4-amine COC=1C=C2C(=NC(=NC2=CC1OC)C)NC(C)C=1SC(=CC1)C1=C(C=CC=C1)CN1CC2(COC2)C1